C1(CC1)C=1C=C(N(N1)C)OC1=C(C=CC(=C1)F)C1=NC=C(C=N1)CCN 2-[2-[2-(5-cyclopropyl-2-methylpyrazol-3-yl)oxy-4-fluorophenyl]pyrimidin-5-yl]ethanamine